4-oxo-5-[(1s,4s)-4-[(2-hydroxyethyl)(methyl)carbamoyl]cyclohexyl]-2-{[2-(trimethylsilyl)ethoxy]methyl}-2H,4H,5H-pyrazolo[4,3-c]pyridine-7-carboxylic acid O=C1N(C=C(C=2C1=CN(N2)COCC[Si](C)(C)C)C(=O)O)C2CCC(CC2)C(N(C)CCO)=O